C(C1=CC=CC=C1)SC=1C=C(C=2N(C1)C(=CN2)C2=NN=C(S2)C2(CC2)C#N)Cl 1-[5-(6-benzylsulfanyl-8-chloro-imidazo[1,2-a]pyridin-3-yl)-1,3,4-thiadiazol-2-yl]cyclopropanecarbonitrile